C(#N)C[C@H](C(=O)OC)NC(NC1=C2CCCC2=CC=2CCCC12)=O methyl (2R)-3-cyano-2-{[(1,2,3,5,6,7-hexahydro-s-indacen-4-yl)carbamoyl]amino}propanoate